(3R,4R)-1-(1-(2,4-dichlorobenzyl)-5,6-difluoro-1H-benzimidazol-2-yl)-4-fluoro-3-piperidinamine ClC1=C(CN2C(=NC3=C2C=C(C(=C3)F)F)N3C[C@H]([C@@H](CC3)F)N)C=CC(=C1)Cl